5-((3-(3-(((6-Methylpyridin-2-yl)methyl)amino)propanamido)propyl)amino)benzo[c][2,6]naphthyridine-8-carboxamide CC1=CC=CC(=N1)CNCCC(=O)NCCCNC1=NC2=C(C3=CN=CC=C13)C=CC(=C2)C(=O)N